NC(C(CCC(=O)OC(C)(C)C)N1C(C2=CC=C(C=C2C1)/C=C\1/C(CCCC1)=O)=O)=O tert-butyl (E)-5-amino-5-oxo-4-(1-oxo-5-((2-oxocyclohexylidene)methyl)isoindolin-2-yl)pentanoate